4-[2-(N-phenylacetyl-N-2,6-xylylamino)propanamido]butanoic acid C1(=CC=CC=C1)CC(=O)N(C1=C(C=CC=C1C)C)C(C(=O)NCCCC(=O)O)C